BrC=1C=C2C(=CNC2=CC1)/C(=C/C=1C=C(C#N)C=CC1OC)/C#N (Z)-3-(2-(5-bromo-1H-indol-3-yl)-2-cyanovinyl)-4-methoxybenzonitrile